1-cyclohexylformyl-2,2-dimethylbut-3-en-1-one C1(CCCCC1)C(=O)C(C(C=C)(C)C)=O